ClC=1C=C(C=C(C1OCCCl)Cl)C(C)(C)C1=CC=C(N=C(C2=CC=CC=C2)C2=CC=CC=C2)C=C1 4-(2-(3,5-dichloro-4-(2-chloroethoxy)phenyl)propan-2-yl)-N-(diphenylmethylene)aniline